N=1C=CN2C1C=CC(=C2)C=2C=CN1N=C(N=C(C12)OC)NC1CCC(CC1)(O)C trans-4-((5-(Imidazo[1,2-a]pyridin-6-yl)-4-methoxypyrrolo[2,1-f][1,2,4]triazin-2-yl)amino)-1-methylcyclohexan-1-ol